C(C1=CC=CC=C1)NC(=O)[C@@]12N(C[C@@H]3[C@H]([C@@H]1N(C[C@@H]2C3)CC(C)C)CCC(=O)OC)C(=O)OC(C)(C)C |o1:10,13,14,15,18| tert-butyl (3S*,3aS*,6S*,7R*,7aS*)-3a-(benzylcarbamoyl)-1-isobutyl-7-(3-methoxy-3-oxopropyl)octahydro-4H-3,6-methanopyrrolo[3,2-b]pyridine-4-carboxylate